N1C=CC=2C1=NC=CC2C(C)OC=2C=C1C(=NNC1=CC2)C=2C=NC(=NC2)N2CC1(C2)CCN(CC1)C 2-(5-(5-(1-(1H-pyrrolo[2,3-b]pyridin-4-yl)ethoxy)-1H-indazol-3-yl)pyrimidin-2-yl)-7-methyl-2,7-diazaspiro[3.5]nonane